CN(S(=O)(=O)C1=CC(=CC=C1)NC=1C=CC=C2C=NC(=NC12)NC=1C=CC2=C(CC[C@H](CC2)N2CCCC2)C1)C (S)-N,N-dimethyl-3-((2-((7-(pyrrolidin-1-yl)-6,7,8,9-tetrahydro-5H-benzo[7]annulen-2-yl)amino)quinazolin-8-yl)amino)benzenesulfonamide